2,5-dithia-7-aza-bicyclo[2.2.1]heptane C12SCC(SC1)N2